2-methyl-5-oxo-7-(trifluoromethyl)-4,5-dihydrothieno[3,2-b]pyridine-3-carboxylic acid methyl ester COC(=O)C1=C(SC2=C1NC(C=C2C(F)(F)F)=O)C